ClC1=CC(=C(C=C1)N1CCC(=CC1)C=1C(=NOC1C1=C(C=CC(=C1)S(=O)(=O)N(C)C)S(=O)(=O)N)C)F (4-(1-(4-chloro-2-fluorophenyl)-1,2,3,6-tetrahydropyridin-4-yl)-3-methylisoxazol-5-yl)-N4,N4-dimethylbenzene-1,4-disulfonamide